C(C)(C)(C)OC(N[C@H]1CSC2=C(N(C1=O)CC1=CC=C(C=C1)Cl)C=C(C(=C2)F)C=2OC(=NN2)SC)=O N-[(3R)-5-[(4-chlorophenyl)methyl]-8-fluoro-7-(5-methylsulfanyl-1,3,4-oxadiazol-2-yl)-4-oxo-2,3-dihydro-1,5-benzothiazepine-3-yl]Carbamic acid tert-butyl ester